COC1=C(C=CC(=C1)C(F)(F)F)C=1N=NC(=C2C1C=NC=C2)O 4-(2-methoxy-4-(trifluoromethyl)phenyl)pyrido[3,4-d]pyridazin-1-ol